N1(CCC1)C1=CC=C(C=N1)C1=NNC2=CC(=C(C=C12)O[C@H](C)C1=C(N=NC=C1C)C)OC (R)-3-(6-(azetidin-1-yl)pyridin-3-yl)-5-(1-(3,5-dimethylpyridazin-4-yl)ethoxy)-6-methoxy-1H-indazole